FC=1C(=NC=C(C1)F)N1C(NC=2C=NC=3C=C(C(=CC3C21)C=2C(=NN(C2)C)C)OC)=O 1-(3,5-Difluoropyridin-2-yl)-8-(1,3-dimethyl-1H-pyrazol-4-yl)-7-methoxy-1,3-dihydroimidazo[4,5-c]quinolin-2-one